1,5,7-Trihydroxy-6-methoxy-2-methoxyanthraquinone OC1=C(C=CC=2C(C3=C(C(=C(C=C3C(C12)=O)O)OC)O)=O)OC